tris(di(trimethylsilyl)amide) aluminum [Al+3].C[Si](C)(C)[N-][Si](C)(C)C.C[Si](C)(C)[N-][Si](C)(C)C.C[Si](C)(C)[N-][Si](C)(C)C